BrC=1C(=NC=CC1)N1CCN(CC1)C(=O)OC(C)(C)C tert-butyl 4-(3-bromo-2-pyridyl)piperazine-1-carboxylate